4,4'-dinitrostilbene-2,2'-disulfonic acid [N+](=O)([O-])C=1C=C(C(=CC1)C=CC=1C(=CC(=CC1)[N+](=O)[O-])S(=O)(=O)O)S(=O)(=O)O